(3-bromo-4-fluoro-phenyl)sulfonylcarbamic acid tert-butyl ester C(C)(C)(C)OC(NS(=O)(=O)C1=CC(=C(C=C1)F)Br)=O